(7R,14S)-1-(difluoromethoxy)-12-(2-(2-hydroxypropan-2-yl)pyrimidin-5-yl)-6-methyl-6,7-dihydro-7,14-methanobenzo[c]pyrimido[1',2':1,5]pyrazolo[4,3-f]azocin-5(14H)-one FC(OC1=CC=CC=2C(N([C@H]3C=4C([C@@H](C21)C3)=C3N(N4)C=CC(=N3)C=3C=NC(=NC3)C(C)(C)O)C)=O)F